1-(4-Methoxybenzyl)-4-(3-(4-(trifluoromethyl)-2,3-dihydro-1H-inden-1-yl)ureido)-1H-pyridine Sodium hydride [H-].[Na+].COC1=CC=C(CN2CC=C(C=C2)NC(=O)NC2CCC3=C(C=CC=C23)C(F)(F)F)C=C1